C1(C=CC=C1)[Fe+] Cyclopentadienyliron(II)